NC=1C=C(C=CC1N)C(C)=O 1-(3,4-diaminophenyl)ethanone